NCC1=CC=NC=C1 4-(aminomethyl)pyridine